ClC1=C2C(C(=C(NC2=C(C=C1)Cl)S(=O)CC1=NOC(=C1)C)C(=O)C1CC1)=O 5,8-dichloro-3-(cyclopropanecarbonyl)-2-(((5-methylisoxazol-3-yl)methyl)sulfinyl)quinolin-4(1H)-one